C(C1=CC=CC=C1)(=O)N[C@H](C(=O)OCC1=CC=CC=C1)CC(C)C (S)-benzyl 2-benzamido-4-methylpentanoate